5-[6-fluoro-4-[[(6-methoxy-2-pyridyl)amino]methyl]-1H-indazol-7-yl]-1,1-dioxo-1,2,5-thiadiazolidin-3-one FC1=CC(=C2C=NNC2=C1N1CC(NS1(=O)=O)=O)CNC1=NC(=CC=C1)OC